N1-((1R,2R)-2-amino-1,2-diphenylethyl)-N3-(3-bromophenyl)malonamide N[C@@H]([C@@H](C1=CC=CC=C1)NC(CC(=O)NC1=CC(=CC=C1)Br)=O)C1=CC=CC=C1